C1(CCCC1)NO N-cyclopentylhydroxylamine